(tetrahydrofuran-3-yl)-4-(4-((trans-4-((5-(trifluoromethyl)pyridin-2-yl)amino)cyclohexyl)sulfonyl)phenyl)pyridin-2-amine O1CC(CC1)C=1C(=NC=CC1C1=CC=C(C=C1)S(=O)(=O)[C@@H]1CC[C@H](CC1)NC1=NC=C(C=C1)C(F)(F)F)N